FC1S(=O)(=O)C(CC1(C)F)(F)F 2,3,5,5-tetrafluoro-3-methylsulfolane